1-(4-(benzylamino)-7-(morpholin-3-yl)pyrrolo[2,1-f][1,2,4]triazin-2-yl)-2-methyl-1H-indole-4-carboxamide C(C1=CC=CC=C1)NC1=NC(=NN2C1=CC=C2C2NCCOC2)N2C(=CC=1C(=CC=CC21)C(=O)N)C